(R)-3-((1-(methyl-d3)-pyrrolidin-2-yl)meth-yl)-1H-indole C(N1[C@H](CCC1)CC1=CNC2=CC=CC=C12)([2H])([2H])[2H]